5-(5-bromo-3-pyridinyl)-3-isopropyl-pyrazolo[1,5-a]Pyrimidin-7-ol BrC=1C=C(C=NC1)C1=NC=2N(C(=C1)O)N=CC2C(C)C